C(CCC)OC(C)OC(=O)C1C2C=CC(C1)C2 5-(1-(1-n-butoxy)ethoxycarbonyl)-bicyclo[2.2.1]Hept-2-ene